N-[(1R)-1-[3-amino-5-(trifluoromethyl)phenyl]ethyl]-4-methyl-6-oxo-1-phenyl-pyridazine-3-carboxamide NC=1C=C(C=C(C1)C(F)(F)F)[C@@H](C)NC(=O)C1=NN(C(C=C1C)=O)C1=CC=CC=C1